6,7-dipentyl-dodecane-6,7-diol C(CCCC)C(CCCCC)(C(CCCCC)(O)CCCCC)O